(E)-1-(2,6,6-trimethyl-cyclohex-2-en-1-yl)hepta-1,6-dien-3-one CC=1C(C(CCC1)(C)C)\C=C\C(CCC=C)=O